FC(=C(CCCC(C)(O)C)C1=CC2=CC=CC=C2C=C1)F 7,7-difluoro-2-methyl-6-(naphthalen-2-yl)hept-6-en-2-ol